BrC1=CC=CC=2C3=CC=CC=C3N(C12)C1=NC(=NC(=N1)C1=CC=CC=C1)C1=CC=CC=C1 1-bromo-9-(4,6-diphenyl-1,3,5-triazin-2-yl)-9H-carbazole